(phenylnaphthalenyl)(phenanthrenyl)benzene C1(=CC=CC=C1)C1=C(C2=CC=CC=C2C=C1)C1=C(C=CC=C1)C1=CC=CC=2C3=CC=CC=C3C=CC12